O=C1NC(CCC1N1C(C2=CC=CC(=C2C1=O)NCCCCCNC(CN1CCN(CC1)C1=CC=C(C=C1)C1=NNC2=C1N=C(N=C2)C2=C(C=CC=C2OC)F)=O)=O)=O N-(5-((2-(2,6-dioxopiperidin-3-yl)-1,3-dioxoisoindolin-4-yl)amino)pentyl)-2-(4-(4-(5-(2-fluoro-6-methoxyphenyl)-1H-pyrazolo[4,3-d]pyrimidin-3-yl)phenyl)piperazin-1-yl)acetamide